2-isothiocyanatobenzonitrile N(=C=S)C1=C(C#N)C=CC=C1